C(C)(C)NC(=O)C1=CC=C2C=CC=C(C2=C1)NC(OC(C)(C)C)=O Tert-Butyl (7-(isopropylcarbamoyl)naphthalen-1-yl)carbamate